isopropyl ((6-(1-(2,2-difluoroethyl)-4-(4-fluorophenyl)-1H-imidazol-5-yl)imidazo[1,2-b]pyridazin-3-yl)methyl)carbamate FC(CN1C=NC(=C1C=1C=CC=2N(N1)C(=CN2)CNC(OC(C)C)=O)C2=CC=C(C=C2)F)F